N1=CNC(C2=CC=CC=C12)=O 3H-4-quinazolin-one